N1C=CC=2C1=NC=CC2C=2C=CC(=NC2)O[C@@H]2C[C@H](N(C2)S(=O)(=O)C2=CC(=CC(=C2)Cl)Cl)C(=O)NC (2S,4R)-4-((5-(1H-pyrrolo[2,3-b]pyridin-4-yl)pyridin-2-yl)oxy)-1-((3,5-dichlorophenyl)sulfonyl)-N-methylpyrrolidine-2-amide